C(C1=CC=CC=C1)N1C=C2C=C(C=CC2=CC1)F 2-benzyl-7-fluoro-2,3-dihydroisoquinolin